1-(3-chloro-4-(2-(methylamino)-9,10-dihydro-8H-pyrido[1,6-a:2,3-d']dipyrimidin-6-yl)phenyl)-3-methylpyridin-2(1H)-one ClC=1C=C(C=CC1C1=CC2=C(N=C(N=C2)NC)N2C1=NCCC2)N2C(C(=CC=C2)C)=O